(1,2,4-tri-n-propyl-cyclopentadienyl)tris(dimethylamino)titanium C(CC)C1(C(=CC(=C1)CCC)CCC)[Ti](N(C)C)(N(C)C)N(C)C